chlorothieno[2,3-d]pyridazine ClC1=CC=2C(=CN=NC2)S1